(S)-1-(oxetan-2-ylmethyl)-2-((4-(6-((1-(2,2,2-trifluoroethyl)-1H-Indazol-6-yl)methoxy)pyridin-2-yl)piperidin-1-yl)methyl)-1H-benzo[d]imidazole-6-carboxylate O1[C@@H](CC1)CN1C(=NC2=C1C=C(C=C2)C(=O)[O-])CN2CCC(CC2)C2=NC(=CC=C2)OCC2=CC=C1C=NN(C1=C2)CC(F)(F)F